C(C)(C)(C)OC(=O)N1CC(C1)OC1CCN(CC1)CC1=CC2=C(N(C(N2C)=O)C2C(NC(CC2)=O)=O)C=C1.C[Si](C)(C)P([Si](C)(C)C)[Si](C)(C)C tri(trimethylsilyl)phosphine tert-butyl-3-((1-((1-(2,6-dioxopiperidin-3-yl)-3-methyl-2-oxo-2,3-dihydro-1H-benzo[d]imidazol-5-yl)methyl)piperidin-4-yl)oxy)azetidine-1-carboxylate